(E)-1-(3-(tetrahydrothiophene-3-yl)oxy-4-difluoromethoxyphenyl)-2,6-dimethylpyridin-4(1H)-one S1CC(CC1)OC=1C=C(C=CC1OC(F)F)N1C(=CC(C=C1C)=O)C